3,6-dimethyl-4-oxo-2-(pyridin-4-yl)-3,4-dihydroquinazoline CN1C(=NC2=CC=C(C=C2C1=O)C)C1=CC=NC=C1